methyl 3-(4-isopropoxyphenyl)-3-oxopropanoate C(C)(C)OC1=CC=C(C=C1)C(CC(=O)OC)=O